ClC=1C(=CC(=C(C1)N1CC(CC1)O)F)OCC1=CC(=CC=C1)F 1-(5-chloro-4-((3-fluorobenzyl)oxy)-2-fluorophenyl)pyrrolidin-3-ol